tert-butyl (S)-4-(azetidin-1-yl)-2,5-dimethyl-5,7-dihydro-6H-pyrrolo[3,4-d]pyrimidine-6-carboxylate N1(CCC1)C=1C2=C(N=C(N1)C)CN([C@H]2C)C(=O)OC(C)(C)C